FC1=C(C=C(C=C1)C(O)C1=NC(=CN=C1)C)C1=NC=NC2=CC(=CC=C12)N1CCOCC1 [4-Fluoro-3-(7-morpholin-4-yl-quinazolin-4-yl)-phenyl]-(6-methyl-pyrazin-2-yl)-methanol